3,3-difluoro-5-hydroxy-piperidin-2-one FC1(C(NCC(C1)O)=O)F